C(C1=CC=CC=C1)C=1OC(=NN1)C=1SC=CC1 2-benzyl-5-(thiophen-2-yl)-1,3,4-oxadiazole